N-((1S,3r)-3-(4-(2-fluorophenyl)-5-(6-methylpyridin-2-yl)-4H-1,2,4-triazol-3-yl)cyclobutyl)-1,6-naphthyridine-2-carboxamide FC1=C(C=CC=C1)N1C(=NN=C1C1=NC(=CC=C1)C)C1CC(C1)NC(=O)C1=NC2=CC=NC=C2C=C1